C(C#C)OC1=C(C=CC=C1)[C@@H]1CC(=NO1)C=1N=C(SC1)C1CCN(CC1)C(C)=O 1-[4-(4-{(5S)-5-[2-(prop-2-yn-1-yloxy)phenyl]-4,5-dihydro-1,2-oxazol-3-yl}-1,3-thiazol-2-yl)piperidin-1-yl]ethanone